(E)-4'-(5-(3-(hydroxyamino)-3-oxoprop-1-en-1-yl)benzo[c]isoxazol-3-yl)-[1,1'-biphenyl]-4-carboxylic acid ONC(/C=C/C1=CC=2C(=NOC2C2=CC=C(C=C2)C2=CC=C(C=C2)C(=O)O)C=C1)=O